C[C@@H]1COCCC1 (S)-3-methyltetrahydro-2H-pyran